ClC1=CC=C(C=C1)Cl (l)-1,4-dichlorobenzene